COC(C=CC1=CC(=C(C=C1)F)[N+](=O)[O-])=O 3-(4-fluoro-3-nitro-phenyl)prop-2-enoic acid methyl ester